(S)-1-(5-phenyl-1H-imidazole-2-yl)ethylamine C1(=CC=CC=C1)C1=CN=C(N1)[C@H](C)N